C(CCCCC(=O)O)(=O)SCCNC(CCNC([C@@H](C(COP(OP(OC[C@@H]1[C@H]([C@H]([C@@H](O1)N1C=NC=2C(N)=NC=NC12)O)OP(=O)(O)O)(=O)O)(=O)O)(C)C)O)=O)=O Adipoyl-Coenzyme A